4-chloro-5-(4-(pyridin-2-yl)phenyl)-1H-pyrrolo[2,3-b]Pyridine ClC1=C2C(=NC=C1C1=CC=C(C=C1)C1=NC=CC=C1)NC=C2